C(N)(=O)[C@H]1N2C(N([C@H](C=C1C)C2)OC(C(=O)OC)(C)F)=O methyl 2-(((2S,5R)-2-carbamoyl-3-methyl-7-oxo-1,6-diazabicyclo[3.2.1]oct-3-en-6-yl) oxy)-2-fluoropropionate